C(C=C)N1N=CC(NC1=O)=O 2-allyl-1,2,4-triazine-3,5(2H,4H)-dione